CN(C)N1CCCCC1 dimethylamino-piperidine